C(C)OC(=O)N1CC(C1)C1=NC(=NO1)C1=CC(=C(C(=C1)NC(=O)C1=CN=C2N1C=CC=C2)C)F 3-(3-(3-fluoro-5-(imidazo[1,2-a]pyridine-3-carboxamido)-4-methylphenyl)-1,2,4-oxadiazol-5-yl)azetidine-1-carboxylic acid ethyl ester